OC1=C(C(=O)N(CCC)C=2C=C3C=CN(C3=CC2)C)C=C(C(=C1)O)C(C)C 2,4-dihydroxy-5-isopropyl-N-(1-methyl-1H-indol-5-yl)-N-propylbenzamide